N-cyanomethyl-4-(trifluoromethyl)nicotinamide C(#N)CNC(C1=CN=CC=C1C(F)(F)F)=O